10-(chloromethyl)-12-fluoro-l-1-[(4-methoxyphenyl)diphenylmethoxy]-4-methyl-8,13-dioxa-2,6-diazatricyclo[8.2.1.0{2,7}]trideca-3,6-dien-5-one ClCC12COC3=NC(C(=CN3C(C(C1)F)(O2)OC(C2=CC=CC=C2)(C2=CC=CC=C2)C2=CC=C(C=C2)OC)C)=O